4-benzyl-2-methylmorpholine-2-carboxylic acid ethyl ester C(C)OC(=O)C1(CN(CCO1)CC1=CC=CC=C1)C